[Trans-4-(8-bromo-5-hydroxy-5,6-dihydro-4H-[1,2,4]triazolo[4,3-a][1]benzazepin-1-yl)cyclohexyl](piperidin-1-yl)methanone BrC=1C=CC2=C(CC(CC=3N2C(=NN3)[C@@H]3CC[C@H](CC3)C(=O)N3CCCCC3)O)C1